C(C)(=O)NC(OCC1CCN(CC1)CC1=CC(=NC(=C1)OC=1C=NC(=CC1)N1CCN(CC1)C)C1=CC(=CC(=C1)Cl)Cl)=O (1-((2-(3,5-dichlorophenyl)-6-((6-(4-methylpiperazin-1-yl)pyridin-3-yl)oxy)pyridin-4-yl)methyl)piperidin-4-yl)methyl acetylcarbamate